(S)-2,3,9-trimethoxy-10-formyl-6,8,13,13a-tetrahydro-5H-dibenzo[a,g]quinolizine COC=1C(=CC2=C([C@@H]3CC4=C(CN3CC2)C(=C(C=C4)C=O)OC)C1)OC